C(C)(C)(C)OC(=O)N1CCC(=CC1)C1=C(C(=CC=C1)O)[N+](=O)[O-].CN1C(OC2=C1C(=CC=C2)C2CCN(CC2)C(=O)NCCCCC2=CC=CC=C2)=O 4-(3-Methyl-2-oxo-1,3-benzoxazol-4-yl)-N-(4-phenylbutyl)piperidine-1-carboxamide tert-Butyl-4-(3-hydroxy-2-nitrophenyl)-3,6-dihydro-2H-pyridine-1-carboxylate